N-[2-(5,6-dimethoxypyridin-2-yl)ethyl]-N-(4-phenylbutan-2-yl)-6-(propan-2-yl)pyridine-2-carboxamide COC=1C=CC(=NC1OC)CCN(C(=O)C1=NC(=CC=C1)C(C)C)C(C)CCC1=CC=CC=C1